O=C1N(C(CC1)=O)CC(C(=O)O)C 3-(2,5-dioxopyrrolidin-1-yl)-2-methylpropionic acid